trans-4-((3-(1-Cyclopropyl-1H-pyrazol-4-yl)phenyl)((trans-4-(4-methoxy-3-methylphenyl)cyclohexyl)methyl)carbamoyl)cyclohexyl 3-(hydroxymethyl)azetidine-1-carboxylate OCC1CN(C1)C(=O)O[C@@H]1CC[C@H](CC1)C(N(C[C@@H]1CC[C@H](CC1)C1=CC(=C(C=C1)OC)C)C1=CC(=CC=C1)C=1C=NN(C1)C1CC1)=O